ClC=1C=C(C=C(C1F)Cl)NC(N(C)C1=CC=2OC(C(=CC2S1)C(=O)O)=O)=O 2-(3-(3,5-dichloro-4-fluorophenyl)-1-methylureido)-5-oxo-5H-thieno[3,2-b]pyran-6-carboxylic acid